n-hexyl (n-hexyl) terephthalate C(C1=CC=C(C(=O)OCCCCCC)C=C1)(=O)OCCCCCC